1-[6-[4-[(5-Ethynyl-6-phenoxy-3-pyridyl)amino]pyrido[3,2-d]pyrimidin-6-yl]-1,6-diazaspiro[3.3]heptan-1-yl]prop-2-en-1-one C(#C)C=1C=C(C=NC1OC1=CC=CC=C1)NC=1C2=C(N=CN1)C=CC(=N2)N2CC1(CCN1C(C=C)=O)C2